2-FLUORONAPHTHALENE-7-CARBOXALDEHYDE FC1=CC2=CC(=CC=C2C=C1)C=O